4-bromo-2-[(E)-2-(4,4,5,5-tetramethyl-1,3,2-dioxaborolan-2-yl)vinyl]-6-(trifluoromethoxy)phenol BrC1=CC(=C(C(=C1)OC(F)(F)F)O)\C=C\B1OC(C(O1)(C)C)(C)C